OC1=C(C=CC=C1)C=1C=C2C(=NN1)NC[C@@H]1N2CCN(C1)C1=CC=C(C=N1)C1=CCN(CC1)C(=O)OC(C)(C)C (S)-tert-butyl 6-(2-(2-hydroxyphenyl)-6a,7,9,10-tetrahydro-5H-pyrazino[1',2':4,5]pyrazino[2,3-c]pyridazin-8(6H)-yl)-5',6'-dihydro-[3,4'-bipyridine]-1'(2'H)-carboxylate